FC1=CC(=CC2=C1NC(O2)=O)[N+](=O)[O-] 4-fluoro-6-nitro-2,3-dihydrobenzo[d][1,3]oxazol-2-one